chloro(bromo)benzaldehyde ClC=1C(=C(C=O)C=CC1)Br